F[C@H]1CNCC[C@H]1OC1=C(CNC=C1)C 4-(((3S,4R)-3-fluoropiperidin-4-yl)oxy)-3-methyl-1H-pyridine